[N+](=[N-])=CC(CC[C@@H](C(=O)OC(C)C)NC(COCC1=CC=C(C=C1)F)=O)=O isopropyl (S)-6-diazo-2-(2-((4-fluorobenzyl)oxy)acetamido)-5-oxohexanoate